CSC1=NC=C(C=N1)C#CCCCC(NCCOCCOCCOCCOCCOCCOCCOCCOCCOCC(=O)NCC(=O)NCC(=O)N[C@@H](CC1=CC=CC=C1)C(=O)O)=O (36-(2-(methylthio)pyrimidin-5-yl)-31-oxo-3,6,9,12,15,18,21,24,27-nonaoxa-30-azahexatriacont-35-ynoyl)glycylglycyl-L-phenylalanine